1,3-Dihydroxy-4,4,5,5-tetramethyl-2-(4-carboxyphenyl)tetrahydroimidazole ON1C(N(C(C1(C)C)(C)C)O)C1=CC=C(C=C1)C(=O)O